(2R,3R,11bR)-9-[2-(3,3-difluoropyrrolidin-1-yl)ethoxy]-3-(2,2-dimethylpropyl)-10-methoxy-1H,2H,3H,4H,6H,7H,11bH-pyrido[2,1-a]isoquinolin-2-ol FC1(CN(CC1)CCOC=1C=C2CCN3[C@@H](C2=CC1OC)C[C@H]([C@@H](C3)CC(C)(C)C)O)F